COC([C@@H](N=C(C1=CC=CC=C1)C1=CC=CC=C1)CC1=CC(=CC=C1)OCC)=O N-(diphenylmethylene)-3-ethoxyphenylalanine methyl ester